BrC1=CC=2C(OCC3=CC=C(C=C3C3=CC(=C(C(NS(C(=C1O)C2)(=O)=O)=C3)C(F)(F)F)F)C#N)=O 13-bromo-20-fluoro-14-hydroxy-10,16,16-trioxo-19-(trifluoromethyl)-9-oxa-16λ6-thia-17-azatetracyclo[16.3.1.111,15.02,7]tricosa-1(21),2,4,6,11(23),12,14,18(22),19-nonaene-4-carbonitrile